N1C=C(C=2C1=NC=CC2)CN2CCCCC2 1-((1H-pyrrolo[2,3-b]pyridin-3-yl)methyl)piperidin